C1(CC1)C#C[C@@]1(NC(NC2=CC(=C(C=C12)F)CN1N=CC(=C1C(=O)OCC)F)=O)C(C)(F)F ethyl (S)-1-((4-(cyclopropylethynyl)-4-(1,1-difluoroethyl)-6-fluoro-2-oxo-1,2,3,4-tetrahydroquinazolin-7-yl)methyl)-4-fluoro-1H-pyrazole-5-carboxylate